(2-amino-3-chloropropyl)phenol hydrochloride Cl.NC(CC1=C(C=CC=C1)O)CCl